N-(4-Chloro-3-(trifluoromethyl)phenyl)-6-cyano-3,4-dihydroisoquinoline ClC1=C(C=C(C=C1)N1CC2=CC=C(C=C2CC1)C#N)C(F)(F)F